2-[methyl-(propionyl)amino]propionamide CN(C(C(=O)N)C)C(CC)=O